Cl.Cl.C[C@@H]1NCC[C@@H]1N1C2COCC1C2 6-((2S,3S)-2-Methylpyrrolidin-3-yl)-3-oxa-6-azabicyclo[3.1.1]heptane dihydrochloride